2-(2-chloro-4-(4,4,5,5-tetramethyl-1,3,2-dioxaborolan-2-yl)phenyl)-N,N-dimethylethanamine ClC1=C(C=CC(=C1)B1OC(C(O1)(C)C)(C)C)CCN(C)C